2-[9H-fluoren-9-ylmethoxycarbonyl-(methyl)amino]acetic acid C1=CC=CC=2C3=CC=CC=C3C(C12)COC(=O)N(CC(=O)O)C